N[C@H](C(=O)NCC1=C(C=CC=C1)F)C (S)-2-amino-N-(2-fluorobenzyl)propanamide